2-methoxy-4-[(E)-(2-methoxyethylhydrazono)methyl]phenol COC1=C(C=CC(=C1)/C=N/NCCOC)O